ClC(C1=NC(=NC(=N1)C(Cl)(Cl)Cl)C1=CC=C(C=C1)OC)(Cl)Cl 2,4-bis-Trichloromethyl-6-(4-methoxyphenyl)-1,3,5-triazine